N1=C(C=CC2=CC=CC=C12)C1=C(C=CC=C1)CO (2-(quinolin-2-yl)phenyl)methanol